2-AMINO-4-METHOXYPYRIMIDIN-5-YLBORONIC ACID NC1=NC=C(C(=N1)OC)B(O)O